3-(2-methoxyethyl)-1-methyl-5-((2-methyl-4-(3-(trifluoromethyl)pyrrolidin-1-yl)phenyl)amino)-1,3-dihydro-2H-benzo[d]imidazol-2-one COCCN1C(N(C2=C1C=C(C=C2)NC2=C(C=C(C=C2)N2CC(CC2)C(F)(F)F)C)C)=O